OC1=C(CN(C=2C=CC3=C(C12)C=CC=C3)C3=CC=CC=C3)C(C(F)(F)F)=O 1-hydroxy-4-phenyl-2-(2,2,2-trifluoroethan-1-on-1-yl)benzo[f]quinolin